BrC=1C2=C(C=3C=NC(=NC3C1Cl)OC[C@]13CCCN3CC(C1)=C(F)F)COC2 (S)-6-bromo-5-chloro-3-((2-(difluoromethylidene)tetrahydro-1H-pyrrolizin-7a(5H)-yl)methoxy)-7,9-dihydrofuro[3,4-f]quinazoline